1-(4-amino-5-(3-fluoro-4-((4-methylpyrimidin-2-yl)oxy)phenyl)-8,9-dihydropyrazino[1',2':1,5]pyrrolo[2,3-d]pyrimidin-7(6H)-yl)prop-2-en-1-one NC=1C2=C(N=CN1)N1C(=C2C2=CC(=C(C=C2)OC2=NC=CC(=N2)C)F)CN(CC1)C(C=C)=O